NC1=NC2=C(C=C(C1)C(=O)N(CCC)OCCN)C=CC(=C2)C(=O)N2C[C@H](CCC2)NC2=CC=CC=C2 2-amino-N-(2-aminoethoxy)-8-[(3S)-3-anilinopiperidine-1-carbonyl]-N-propyl-3H-1-benzazepine-4-carboxamide